ClC1=CC(=C(N=N1)OC1CCN(CC1)S(=O)(=O)C)OC 6-Chloro-3-{[1-(methylsulfonyl)piperidin-4-yl]oxy}-4-methoxypyridazine